1-(3,5-dichloro-2-pyridinyl)-1H-pyrazole-5-carboxamide ClC=1C(=NC=C(C1)Cl)N1N=CC=C1C(=O)N